C(C)(C)(C)OC(=O)N1CC2=C(CC1)N=C(N2)C2=NC=CC(=C2)Br 2-(4-bromopyridin-2-yl)-3,4,6,7-tetrahydro-5H-imidazo[4,5-c]pyridine-5-carboxylic acid tert-butyl ester